1,1'-Azobiscyclohexanecarbonitrile N(=NC1(CCCCC1)C#N)C1(CCCCC1)C#N